CC[C@H]1CC[C@H]2[C@@H]3C=CC4=CCCC[C@@]4(C)[C@@H]3CC[C@]12C 9β,10α-pregna-4,6-diene